FC1(CCN(CC1)C(=O)N1CC2=C(C=C(C=C2CC1)C=1C=C2C(=NC1)NC=C2C)[C@H]2N(CCC2)C(=O)OC(C)(C)C)F tert-butyl (S)-2-[2-(4,4-difluoropiperidine-1-carbonyl)-6-(3-methyl-1H-pyrrolo[2,3-b]pyridin-5-yl)-1,2,3,4-tetrahydroisoquinolin-8-yl]pyrrolidine-1-carboxylate